3-[(2-methyl-2-azaspiro[3.3]hept-6-yl)oxy]-5-(5-methyl-1,3-thiazol-2-yl)-N-{(1R)-1-[2-(trifluoromethyl)pyrimidin-5-yl]ethyl}benzamide CN1CC2(C1)CC(C2)OC=2C=C(C(=O)N[C@H](C)C=1C=NC(=NC1)C(F)(F)F)C=C(C2)C=2SC(=CN2)C